[2H]C([2H])([2H])N(C(=N)N)CC(=O)[O-] 2-(trideuteriomethylguanidino)acetate